3-(benzyloxy)-5-(benzyloxymethyl)-dihydrofuran-2(3H)-one C(C1=CC=CC=C1)OC1C(OC(C1)COCC1=CC=CC=C1)=O